tert-butyl (3S)-3-methyl-4-[4-({3-methyl-4-[(1-methyl-1,3-benzodiazol-5-yl)oxy]phenyl}amino)quinazolin-6-yl]piperazine-1-carboxylate C[C@H]1CN(CCN1C=1C=C2C(=NC=NC2=CC1)NC1=CC(=C(C=C1)OC1=CC2=C(N(C=N2)C)C=C1)C)C(=O)OC(C)(C)C